Pyridin-5-yl-boronic acid N1=CC=CC(=C1)B(O)O